FC(C1=CC=C(OC2=CC=C(C=C2)C2=CC=CC(=N2)[C@@H](CO)O)C=C1)(F)F (S)-1-(6-(4-(4-(Trifluoromethyl)phenoxy)phenyl)pyridin-2-yl)ethan-1,2-diol